BrC(C(=O)C1=C(C(=CC=C1Br)F)F)Br 2,2-dibromo-1-(6-bromo-2,3-difluorophenyl)ethan-1-one